3-(3H-[1,2,3]triazolo[4,5-b]pyridin-5-yl)-N-(4-(1-cyclopropylethoxy)phenyl)-benzamide N1=NNC2=NC(=CC=C21)C=2C=C(C(=O)NC1=CC=C(C=C1)OC(C)C1CC1)C=CC2